4-bromo-6-methyl-2-(5,6,7,8-tetrahydroquinolin-7-yl)isoindolin-1-one BrC1=C2CN(C(C2=CC(=C1)C)=O)C1CCC=2C=CC=NC2C1